2,3-bis((5-(3-decyl-3H-diazirin-3-yl)pentanoyl)oxy)propyl (2-(trimethylammonio)ethyl) phosphate P(=O)(OCC(COC(CCCCC1(N=N1)CCCCCCCCCC)=O)OC(CCCCC1(N=N1)CCCCCCCCCC)=O)(OCC[N+](C)(C)C)[O-]